CC=1C=C2C(NC(N(C2=CC1)CC1=CC(=C(C=C1)F)C(=O)N1CCN(CC1)C1=NC=CC=N1)=O)=O 6-Methyl-1-(4-Fluoro-3-(4-(pyrimidin-2-yl)piperazine-1-carbonyl)benzyl)quinazoline-2,4(1H,3H)-dione